C(C)(C)(C)C=1C=C(C=C(C1O)C)CCC(=O)OCCSCCOC(CCC1=CC(=C(C(=C1)C)O)C(C)(C)C)=O thiodiethylene bis[3-(3-tert-butyl-4-hydroxy-5-methylphenyl) propionate]